tert-Butyl 6-fluoro-2-(5-fluoro-6-morpholinopyridin-3-yl)-1H-indole-1-carboxylate FC1=CC=C2C=C(N(C2=C1)C(=O)OC(C)(C)C)C=1C=NC(=C(C1)F)N1CCOCC1